ClC=1C(=C2C(=NC1)NC(=N2)C2=CC=C(C=C2)N2CCN(CC2)C)NC2CCN(CC2)CC=2C(=NN(C2C)C)C 6-Chloro-2-[4-(4-methylpiperazin-1-yl)phenyl]-N-{1-[(1,3,5-trimethyl-1H-pyrazol-4-yl)methyl]piperidin-4-yl}-3H-imidazo[4,5-b]pyridin-7-amine